FC1=CC(=CC2=C1N(C(=N2)C2=CC=C(C=C2)S(=O)(=O)C)C)C2CCN(CC2)C2CC1CCC(C2)N1C1CCOCC1 7-fluoro-1-methyl-2-(4-(methylsulfonyl)phenyl)-5-(1-(8-(tetrahydro-2H-pyran-4-yl)-8-azabicyclo[3.2.1]oct-3-yl)piperidin-4-yl)-1H-benzo[d]imidazole